1,2-dimyristoyl-glycero-3-phosphoethanolamine C(CCCCCCCCCCCCC)(=O)OCC(OC(CCCCCCCCCCCCC)=O)COP(=O)(O)OCCN